3-butene sulfate S(=O)(=O)(O)O.CCC=C